BrC1=C(C=C(C=C1OC)OC)C=1C(=C(C(N(N1)C)=O)Cl)C1=C(C=C(C=C1)F)Cl 6-(2-bromo-3,5-dimethoxyphenyl)-4-chloro-5-(2-chloro-4-fluorophenyl)-2-methyl-3(2H)-pyridazinone